COC(=O)C1=CC(=C(C=C1)C1=C(C=C(C=C1)N1CCN(CC1)C)C)N amino-2'-methyl-4'-(4-methylpiperazin-1-yl)-[1,1'-Biphenyl]-4-carboxylic acid methyl ester